ClC=1C(=NC(=NC1)NC1CCOCC1)C=1C=C2C(N(C(C2=CC1)CO)CC(=O)NC)=O 2-(5-{5-chloro-2-[(oxacyclohex-4-yl)amino]pyrimidin-4-yl}-1-(hydroxymethyl)-3-oxo-2,3-dihydro-1H-isoindol-2-yl)-N-methylacetamide